BrC=1C=C(C=C(C1)Cl)N(C1=CC(=CC(=C1)C(C)(C)C)C(C)(C)C)C1=CC(=CC=C1)C(C)(C)C 3-bromo-5-chloro-N-(3-tert-butylphenyl)-N-(3,5-di-tert-butylphenyl)benzenamine